nitro-D-tryptophan [N+](=O)([O-])N[C@H](CC1=CNC2=CC=CC=C12)C(=O)O